4-((6-chloro-4-oxoquinazolin-3(4H)-yl)methyl)-N-methylbenzamide ClC=1C=C2C(N(C=NC2=CC1)CC1=CC=C(C(=O)NC)C=C1)=O